OC1C2(CC3CC(CC1C3)C2)O bishydroxyadamantane